N=1C=2C(=NC(C1)=O)C=NC=1C2C=CN1 Pyrrolo[3',2':5,6]Pyrido[3,4-b]Pyrazin-3-one